C(C)OC(=O)C1=NOC(=N1)C1(CC1)CO 5-(1-(hydroxymethyl)cyclopropyl)-1,2,4-oxadiazole-3-carboxylic acid ethyl ester